O1CCN(CCC1)CC1=C(C=C(C=C1)NC=1N(C=2C(=NC=C(C2Cl)OC=2C=NN3C2C=NC=C3)N1)C)C(F)(F)F N-(4-((1,4-oxazepan-4-yl)methyl)-3-(trifluoromethyl)phenyl)-7-chloro-1-methyl-6-(pyrazolo[1,5-a]pyrazin-3-yloxy)-1H-imidazo[4,5-b]pyridin-2-amine